1-[(N-methylpiperidin-2-yl)methyl]-3-(2-iodobenzoyl)indole CN1C(CCCC1)CN1C=C(C2=CC=CC=C12)C(C1=C(C=CC=C1)I)=O